5-(8-chloro-4-methylquinazolin-6-yl)-4-(furan-2-yl)-6-(2-methoxyethoxy)pyrimidin-2-amine ClC=1C=C(C=C2C(=NC=NC12)C)C=1C(=NC(=NC1OCCOC)N)C=1OC=CC1